o-hydroxybenzenemethanol OC1=C(C=CC=C1)CO